BrC1=C2/C(/C(NC2=CC=C1)=O)=N/NC(N)=S (Z)-2-(4-bromo-2-oxoindolin-3-ylidene)hydrazinecarbothioamide